FC(C=1C(=C(C=CC1)[C@@H](C)NC=1C2=C(N=C(N1)C)C=NC(=C2)N2CC1CNCC1C2)F)F N-{(1R)-1-[3-(difluoromethyl)-2-fluorophenyl]ethyl}-6-[hexahydropyrrolo[3,4-c]pyrrol-2(1H)-yl]-2-methylpyrido[3,4-d]pyrimidin-4-amine